F[P-](F)(F)(F)(F)F.N1N=NC2=C1C=CC=C2O[P+](N(C)C)(N(C)C)N(C)C benzotriazolyloxy-tri(dimethylamino)-phosphonium hexafluorophosphate